(Z)-Methyl cinnamate C(\C=C/C1=CC=CC=C1)(=O)OC